F[C@@H]1[C@@H](C1)C1=NC(=NO1)C1(CCNCC1)C 4-{5-[(1S,2S)-2-fluorocyclopropyl]-1,2,4-oxadiazol-3-yl}-4-methylpiperidine